2-methoxy-N-methyl-ethanamine COCCNC